(S)-(3-(3-chlorophenyl)-2,7-dimethyl-2,4,5,7-tetrahydro-6H-pyrazolo[3,4-c]pyridin-6-yl)(6-isopropoxypyridin-3-yl)methanone ClC=1C=C(C=CC1)C=1N(N=C2[C@@H](N(CCC21)C(=O)C=2C=NC(=CC2)OC(C)C)C)C